C(#N)C=1NC2=C(C=C(C=C2C1)C)S(=O)(=O)N(CC=1N=C2N(C=CN(C2=O)C2CCOCC2)C1)C 2-cyano-N,5-dimethyl-N-((8-oxo-7-(tetrahydro-2H-pyran-4-yl)-7,8-dihydroimidazo[1,2-a]pyrazin-2-yl)methyl)-1H-indole-7-sulfonamide